rel-(4R)-8-methoxy-4-[1-methyl-7-[4-(4-methylpiperazin-1-yl)anilino]-2-oxo-4H-pyrimido[4,5-d]pyrimidin-3-yl]-3,4-dihydro-2H-quinoline-1-carboxylic acid tert-butyl ester C(C)(C)(C)OC(=O)N1CC[C@H](C2=CC=CC(=C12)OC)N1C(N(C2=NC(=NC=C2C1)NC1=CC=C(C=C1)N1CCN(CC1)C)C)=O |o1:10|